O=C1C(=C(C1=O)NC1=C(C(=NC=C1)C(=O)N(C)C)O)N[C@H]1C(CCC=2C=C(OC21)C)(C)C (S)-4-((3,4-dioxo-2-((2,6,6-trimethyl-4,5,6,7-tetrahydrobenzofuran-7-yl)amino)cyclobut-1-en-1-yl)amino)-3-hydroxy-N,N-dimethylpicolinamide